C(#N)[C@H](C[C@H]1C(NCC1)=O)NC(=O)[C@@H]1[C@H]2C([C@H]2CN1C([C@@H](NC(C(F)(F)F)=O)[C@@H](C(F)(F)F)CC)=O)(C)C (1r,2S,5S)-N-{(1S)-1-cyano-2-[(3S)-2-oxopyrrolidin-3-yl]ethyl}-6,6-dimethyl-3-[3',3',3'-trifluoro-N-(trifluoroacetyl)-L-isoleucyl]-3-azabicyclo[3.1.0]hexane-2-carboxamide